4-[5-(3,5-dichlorophenyl)-4,5-dihydro-5-(trifluoromethyl)-3-isoxazolyl]-2-methyl-N-(trans-1-oxido-3-thietanyl)benzamide ClC=1C=C(C=C(C1)Cl)C1(CC(=NO1)C1=CC(=C(C(=O)NC2CS(C2)=O)C=C1)C)C(F)(F)F